CC1(C2=CC=CC=C2C=2C=CC(=CC12)N(C1=CC2=C(C=C1)N(C1=CC=CC=C1C21CC(C2=CC=CC=C12)(C)C)C1=CC=CC=C1)C1=CC=2C(C3=CC=CC=C3C2C=C1)(C)C)C N,N-bis(9,9-dimethyl-9H-fluoren-2-yl)-3',3'-dimethyl-10-phenyl-2',3'-dihydro-10H-spiro[acridine-9,1'-inden]-2-amine